C(C)OC(=O)[C@@H]1C(=C([C@H]1C1=CC=CC=C1)C1=CC=C(C=C1)Cl)C1SCCCS1 Trans-3-(4-chlorophenyl)-2-(1,3-dithian-2-yl)-4-phenylcyclobut-2-ene-1-carboxylic acid ethyl ester